1-(2-(2H-1,2,3-triazol-2-yl)acetyl)-N-(6-chloro-4-methoxypyridin-3-yl)-3-(2-isopropylphenyl)azetidine-3-carboxamide N=1N(N=CC1)CC(=O)N1CC(C1)(C(=O)NC=1C=NC(=CC1OC)Cl)C1=C(C=CC=C1)C(C)C